C(C1=CC=CC=C1)NC(C1=CC=C(C=C1)C1=CC(=CC(=C1)[N+](=O)[O-])C#N)=O N-benzyl-4-(3-cyano-5-nitro-phenyl)benzamide